C(C)(=O)NC1=NC2=C(N1)C=C(C=C2)C=2C=C(C(=O)NCC1=CC=C(C=C1)C)C=CC2 3-(2-acetamido-1H-benzo[d]imidazol-6-yl)-N-(4-methylbenzyl)benzamide